ClC=1C=C(C=CC1OC1=NN(C=C1)C)NC=1C2=C(N=CN1)C=CC(=N2)N2[C@@H]1CN[C@H](C2)C1 N-[3-chloro-4-(1-methylpyrazol-3-yl)oxy-phenyl]-6-[(1S,4S)-2,5-diazabicyclo[2.2.1]heptan-2-yl]pyrido[3,2-d]pyrimidin-4-amine